FC=1C=C(C=C(C1)F)[C@H](C(C)C)N1C(=NC(C(=C1O)CC1=CC=C(C=C1)C=1C(=CC(=CC1)F)C(=O)N)=O)COC(C)C 4'-({1-[(1S)-1-(3,5-difluorophenyl)-2-methylpropyl]-6-hydroxy-4-oxo-2-[(propan-2-yloxy)methyl]-1,4-dihydropyrimidin-5-yl}methyl)-4-fluoro-[1,1'-biphenyl]-2-carboxamide